Cl.ClCCN1CCOCC1 4-(2-chloroethyl)morpholine hydrochloride